F[C@H]1CN(CC[C@H]1NC1=CC=CC2=C1SC(=C2CC(F)(F)F)/C=C/CNC(OC(C)(C)C)=O)C tert-butyl ((E)-3-(7-(((3S,4R)-3-fluoro-1-methylpiperidin-4-yl)amino)-3-(2,2,2-trifluoroethyl)benzo[b]thiophen-2-yl)allyl)carbamate